S1C(=NC2=C1C=CC=C2)NC(=O)C=2C=CC=C1CCN(CC21)C2=CC=C(C(=N2)C(=O)O)C=2C=NN(C2)CC2=NC(=CC=C2)N2CCCC2 6-[8-(1,3-benzothiazol-2-ylcarbamoyl)-3,4-dihydroisoquinolin-2(1H)-yl]-3-(1-{[6-(pyrrolidin-1-yl)pyridin-2-yl]methyl}-1H-pyrazol-4-yl)pyridine-2-carboxylic acid